N[C@@H](CC(=O)OCC)C1=CC(=CC=C1)CC1=CC(=CC=C1)C(F)(F)F ethyl (S)-3-amino-3-(3-(3-(trifluoromethyl)benzyl)phenyl)propanoate